3-isopropyl-5-(1,2,3,6-tetrahydropyridin-4-yl)pyrazole C(C)(C)C1=NNC(=C1)C=1CCNCC1